7-chloro-4-(1H-imidazol-1-yl)-6-methoxyquinoline-3-carboxylic acid ClC1=C(C=C2C(=C(C=NC2=C1)C(=O)O)N1C=NC=C1)OC